N-(1-(4-((5-chloro-4-(1H-indol-3-yl)pyrimidin-2-yl)amino)-3-methoxy-phenyl)piperidin-4-yl)-3-((2-(2,6-dioxopiperidin-3-yl)-1,3-dioxoisoindolin-4-yl)amino)-N-methyl-propanamide ClC=1C(=NC(=NC1)NC1=C(C=C(C=C1)N1CCC(CC1)N(C(CCNC1=C2C(N(C(C2=CC=C1)=O)C1C(NC(CC1)=O)=O)=O)=O)C)OC)C1=CNC2=CC=CC=C12